2-[6-methyl-4-(2-methyl-4-pyridyl)pyrrolo[2,3-d]pyrimidin-7-yl]-N-(5-pyrazin-2-yl-2-pyridyl)acetamide CC1=CC2=C(N=CN=C2C2=CC(=NC=C2)C)N1CC(=O)NC1=NC=C(C=C1)C1=NC=CN=C1